BrC1=C(C(=CC(=C1)F)C)NN (2-bromo-4-fluoro-6-methylphenyl)hydrazine